2-methoxy-3-amino-6-bromopyridine COC1=NC(=CC=C1N)Br